3-(3-(5-methyl-2-((2,2,2-trifluoroethoxy)methyl)phenyl)-4-oxothiazolidin-2-ylidene)urea CC=1C=CC(=C(C1)N1C(SCC1=O)=NC(N)=O)COCC(F)(F)F